1-[7-[4-(methylamino)-1-piperidinyl]imidazo[1,2-a]pyridin-3-yl]hexahydropyrimidine-2,4-dione CNC1CCN(CC1)C1=CC=2N(C=C1)C(=CN2)N2C(NC(CC2)=O)=O